ClC1=NC=C(C(=O)NOCC)C(=C1)NC1=C(C=C(C=C1)C1CC1)S(NC)(=O)=O 6-chloro-4-((4-cyclopropyl-2-(N-methylsulfamoyl)phenyl)amino)-N-ethoxynicotinamide